C(C)(C)(C)OC(NC/C(=C\F)/CN1N=CN(C1=O)CC=1SC=C(C1)Br)=O (E)-(2-((4-((4-bromothiophen-2-yl)methyl)-5-oxo-4,5-dihydro-1H-1,2,4-triazol-1-yl)methyl)-3-fluoroallyl)carbamic acid tert-butyl ester